C(C)[C@]1(OC1)C (R)-2-ethyl-2-methyl-oxirane